N1N=CC(=C1)C1=CNC2=C(C=CC=C12)NC(C(CN)C1=CC=C(C=C1)CNC(C)=O)=O N-(3-(1H-pyrazol-4-yl)-1H-indol-7-yl)-2-(4-(acetamidomethyl)phenyl)-3-aminopropanamide